C[C@@H]1C=2C3=CC(=NN=C3NC2CCN1C1=NC=C(C=N1)C1CCNCC1)C1=C(C=CC=C1)O 2-[(3R)-3-methyl-4-[5-(4-piperidyl)pyrimidin-2-yl]-4,8,10,11-tetrazatricyclo[7.4.0.02,7]trideca-1(13),2(7),9,11-tetraen-12-yl]phenol